ClC1=CC(=C(C(=O)O)C=C1)NCCC1=CC=CC=C1 4-Chloro-2-(phenethylamino)benzoic Acid